CC(CN)(CN)C 2,2-Dimethyl-1,3-Propandiamin